2-[3-hydroxy-7-(hydroxymethyl)-1,2,3,4,4a,5,6,7,8,8a-decahydronaphthalen-1-yl]-5-(2-methyloct-2-yl)phenolate OC1CC(C2CC(CCC2C1)CO)C1=C(C=C(C=C1)C(C)(CCCCCC)C)[O-]